(3S)-1-methyl-spiro[indoline-2,4'-piperidin]-3-amine hydrochloride Cl.CN1C2=CC=CC=C2[C@@H](C12CCNCC2)N